tert-butyl N-[[4-(6-bromopyrrolo[2,1-f][1,2,4]triazin-4-yl)-2-methyl-phenyl]methyl]carbamate BrC=1C=C2C(=NC=NN2C1)C1=CC(=C(C=C1)CNC(OC(C)(C)C)=O)C